1-(2-bromophenyl)-2,2-dihydroxyethane BrC1=C(C=CC=C1)CC(O)O